5-[(1s,3r)-3-(hydroxymethyl)cyclohexyloxy]-2-[(4-methoxyphenyl)methyl]-4-(trifluoromethyl)pyridazin-3-one OC[C@H]1C[C@H](CCC1)OC1=C(C(N(N=C1)CC1=CC=C(C=C1)OC)=O)C(F)(F)F